C(C1=CC=CC=C1)ON[C@@H]1CCCNC1 (2S,5R)-5-(benzyloxyamino)-piperidine